(1S,3aR,6aS)-N-((S)-1-cyano-2-((R)-2-oxopyrrolidin-3-yl)ethyl)-2-(4-methoxy-1H-indole-2-carbonyl)-5,5-difluorooctahydrocyclopenta[c]pyrrole-1-carboxamide C(#N)[C@H](C[C@@H]1C(NCC1)=O)NC(=O)[C@H]1N(C[C@H]2[C@@H]1CC(C2)(F)F)C(=O)C=2NC1=CC=CC(=C1C2)OC